[Na].C(=CCCCCCCCCCCCC)S(=O)(=O)O Tetradecenesulfonic acid sodium